CN1N=C2C=CC(=CC2=C1)N1C=NC2=CC(=CC=C2C1=O)C=1CCN(CC1)C(=O)OC(C)(C)C tert-butyl 4-(3-(2-methyl-2H-indazol-5-yl)-4-oxo-3,4-dihydroquinazolin-7-yl)-3,6-dihydropyridine-1(2H)-carboxylate